C(=C)(C)[C@@H]1CC[C@@]([C@@H]2[C@H]1C1=C(O2)C=C(C=C1O)CCCCC)(O)C (5aS,6S,9R,9aR)-9-Isopropenyl-6-methyl-3-pentyl-5a,6,7,8,9,9a-hexahydrodibenzo[b,d]furan-1,6-diol